(3E)-6-(octyloxymethoxy)-3-hexenyl-magnesium iodide C(CCCCCCC)OCOCC/C=C/CC[Mg]I